CN1CCC=C1 2,3-dihydro-1-methylpyrrole